(S)-N-(7-((3-fluoro-1-methylazetidin-3-yl)ethynyl)-5-methyl-4-oxo-2,3,4,5-tetrahydrobenzo[b][1,4]oxazepin-3-yl)-4-phenoxypyridineamide FC1(CN(C1)C)C#CC1=CC2=C(OC[C@@H](C(N2C)=O)NC(=O)C2=NC=CC(=C2)OC2=CC=CC=C2)C=C1